CN(C1=CC=C(C=C1)C(C=CC=CC=C(C1=CC=C(C=C1)N(C)C)C1=CC=C(C=C1)N(C)C)=C1C=CCC=C1)C 4-[1,7,7-tris(4-dimethylaminophenyl)-2,4,6-heptatrienylidene]-2,5-cyclohexadien